16-heptadecyn-1,2,4-triol C(C(CC(CCCCCCCCCCCC#C)O)O)O